FC(C(C(C(CCI)(F)F)(F)F)(F)F)(F)F 1,1,1,2,2,3,3,4,4-nonafluoro-6-iodohexane